CC(C(=O)O)(CC=O)C 2,2-dimethyl-4-oxobutanoic acid